ethyl tricyclo[5.2.1.02,6]decan-2-carboxylate C12C3(CCCC3C(CC1)C2)C(=O)OCC